C(C)(=O)N1CCC(CC1)NC1=CC(=NC(=N1)C(C)(C)C)C(=O)N1C[C@H]([C@@H](CC1)N1CC2=CC=CC=C2CC1)NC([O-])=O trans-(1-(6-((1-acetylpiperidin-4-yl)amino) tert-butyl pyrimidine-4-carbonyl)-4-(3,4-dihydroisoquinolin-2(1H)-yl)piperidin-3-yl)carbamate